C(C)(C)(C)OC(NC1(CN(CCC1)C1=NC=CC(=C1)C=1C(=C(C=C(C1)F)C1=CC(=C(C=C1)N1C(N(C=C1)C)=O)Cl)OC)C)=O (1-(4-(3'-chloro-5-fluoro-2-methoxy-4'-(3-methyl-2-oxo-2,3-dihydro-1H-imidazol-1-yl)-[1,1'-biphenyl]-3-yl)pyridin-2-yl)-3-methylpiperidin-3-yl)carbamic acid tert-butyl ester